O=C1C(=CC2=C(N1)CCOC2)C=O 2-oxo-1,5,7,8-tetrahydro-2H-pyrano[4,3-b]pyridine-3-carbaldehyde